4-hydroxy-N-((S)-1-(4-(4-methylthiazol-5-yl)phenyl)ethyl)pyrrolidine-2-Formamide OC1CC(NC1)C(=O)N[C@@H](C)C1=CC=C(C=C1)C1=C(N=CS1)C